2-(4-(5-chloro-2-(4-chloro-1H-1,2,3-triazol-1-yl)phenyl)-5-methoxy-2-oxopyridin-1(2H)-yl)-4-methoxybutyric acid ClC=1C=CC(=C(C1)C1=CC(N(C=C1OC)C(C(=O)O)CCOC)=O)N1N=NC(=C1)Cl